4-oxo-1-(((5-(trifluoromethyl)pyridin-2-yl)methyl)carbamoyl)cyclohexanecarboxylic acid ethyl ester C(C)OC(=O)C1(CCC(CC1)=O)C(NCC1=NC=C(C=C1)C(F)(F)F)=O